C(C)[C@H]1N(C[C@@H](N(C1)C=1C=2N=C(N(C2N2C(N1)=NN=C2)C[C@H]2OCCC2)C)C)[C@@H](C(C)C)C2=CC=C(C=C2)C(F)(F)F 4-((2S,5R)-5-Ethyl-2-methyl-4-((S)-2-methyl-1-(4-(trifluoromethyl)phenyl)propyl)piperazin-1-yl)-2-methyl-1-(((S)-tetrahydrofuran-2-yl)methyl)-1H-[1,2,4]triazolo[3,4-b]purine